N-methyl-1-(5-methyl-1,3,4-oxadiazol-2-yl)azetidine-3-carboxamide CNC(=O)C1CN(C1)C=1OC(=NN1)C